CONC1(N(C(N(C(=N1)N)OC)(N(CO)OC)OC)OC)OC Hexamethoxymethylolmelamine